N-(2-methoxybenzyl)-4-fluoroaniline COC1=C(CNC2=CC=C(C=C2)F)C=CC=C1